O=C1N(C(CCC1N1C(C2=CC=C(C=C2C1)OC[C@@H]1N(CCCC1)C(=O)OC(C)(C)C)=O)=O)COCC[Si](C)(C)C Tert-butyl (2R)-2-(((2-(2,6-dioxo-1-((2-(trimethylsilyl)ethoxy)methyl)piperidin-3-yl)-1-oxoisoindolin-5-yl)oxy)methyl)piperidine-1-carboxylate